CC1(OCCC(C1)C1=CC(=NC(=N1)N(C)C1C[C@H]2CCC[C@@H](C1)N2S(=O)(=O)CC)NC2=NNC(=C2)C)C 6-(2,2-dimethyltetrahydro-2H-pyran-4-yl)-N2-((1R,3s,5S)-9-(ethylsulfonyl)-9-azabicyclo[3.3.1]nonan-3-yl)-N2-methyl-N4-(5-methyl-1H-pyrazol-3-yl)pyrimidine-2,4-diamine